ClC1=NNC=C1C1=CC=C2C(=NN(C2=C1)CCN(C)C)C(=O)C1CC2=C(OCC1)C=CC(=C2)F (6-(3-Chloro-1H-pyrazol-4-yl)-1-(2-(dimethylamino)ethyl)-1H-indazol-3-yl)(7-fluoro-2,3,4,5-tetrahydrobenzo[b]oxepin-4-yl)methanone